12-hydroxy-4,6,8,10-tetramethyltridecylethoxymethyl ether OC(CC(CC(CC(CC(CCCC(OCC)OC(CCCC(CC(CC(CC(CC(C)O)C)C)C)C)OCC)C)C)C)C)C